ClC1=CC(=C(C=C1OC)CCNCC1=CC=C(C=C1)OC)OC 2-(4-chloro-2,5-dimethoxyphenyl)-N-[(4-methoxyphenyl)methyl]ethanamine